N-(3-chlorophenyl)-1-[4-(difluoromethoxy)phenyl]-3,4-dimethyl-5-oxo-pyrazole-4-carboxamide ClC=1C=C(C=CC1)NC(=O)C1(C(=NN(C1=O)C1=CC=C(C=C1)OC(F)F)C)C